C(C)(C)(C)OC(=O)NC1CC(C1)C(=O)O (1R,3R)-3-((tert-butyloxycarbonyl)amino)cyclobutane-1-carboxylic acid